isopropyl 2-[3-[3-fluoro-4-[2-oxo-2-[3-[[[(2S,3R,4R,5R)-2,3,4,5,6-pentahydroxyhexyl]amino]methyl]-azetidin-1-yl]ethyl]phenoxy]propyl]-6-azaspiro[2.5]octane-6-carboxylate FC=1C=C(OCCCC2CC23CCN(CC3)C(=O)OC(C)C)C=CC1CC(N1CC(C1)CNC[C@@H]([C@H]([C@@H]([C@@H](CO)O)O)O)O)=O